(2S)-2-amino-4-(methylphosphono)butanoic acid sodium [Na].N[C@H](C(=O)O)CCP(=O)(OC)O